tert-butyldimethyl-(3-(4-(methylsulfonyl)phenyl)propoxy)silane C(C)(C)(C)[Si](OCCCC1=CC=C(C=C1)S(=O)(=O)C)(C)C